n-ethyl-5-(2-methoxyphenyl)-2-(4-(trifluoromethyl)phenyl)Oxazole-4-carboxamide C(C)NC(=O)C=1N=C(OC1C1=C(C=CC=C1)OC)C1=CC=C(C=C1)C(F)(F)F